N1(CCCCC1)C1CCN(CC1)C(=O)OC1=CC=2C(=C3C(=NC2C=C1)C1=CC2=C(C(N1C3)=O)COC([C@]2(OC(CCC#C)=O)CC)=O)CC (S)-4,11-Diethyl-3,14-dioxo-4-(pent-4-ynoyloxy)-3,4,12,14-tetrahydro-1H-pyrano[3',4':6,7]indolizino[1,2-b]quinolin-9-yl [1,4'-bipiperidine]-1'-carboxylate